N-(3-(3-(6-Bromo-7-(((S)-1-(ethylsulfonyl)pyrrolidin-3-yl)amino)-3H-imidazo[4,5-b]pyridin-2-yl)-2,5-dimethyl-1H-pyrrol-1-yl)-4-methylphenyl)methansulfonamid BrC=1C(=C2C(=NC1)NC(=N2)C2=C(N(C(=C2)C)C=2C=C(C=CC2C)NS(=O)(=O)C)C)N[C@@H]2CN(CC2)S(=O)(=O)CC